C(N)(O[C@H](C(NCCC1=CC=C(C=C1)C1=CC=C(C=C1)OC(F)(F)F)=O)CC)=O (S)-(1-oxo-1-((2-(4'-(trifluoromethoxy)-[1,1'-biphenyl]-4-yl) ethyl) amino) butan-2-yl) carbamate